4,4'-Dichlorobiphenyl ClC1=CC=C(C=C1)C1=CC=C(C=C1)Cl